N-(3-chloro-8-(2-chlorophenyl)imidazo[1,2-b]pyridazin-7-yl)-N'-(2,4-difluorophenyl)urea ClC1=CN=C2N1N=CC(=C2C2=C(C=CC=C2)Cl)NC(=O)NC2=C(C=C(C=C2)F)F